O1C2=C(OCC1)C=C(C=C2)OC=2N=NNC2C(=O)O 4-((2,3-dihydrobenzo[b][1,4]dioxin-6-yl)oxy)-1H-1,2,3-triazole-5-carboxylic acid